BrC1=C2C(=CC=C1)N(C(C21CCN(CC1)C(=O)C=1C=C2C=NNC2=CC1)=O)CC(=O)N1[C@@H](CCC1)C#N (2S)-1-[2-[4-bromo-1'-(1H-indazole-5-carbonyl)-2-oxospiro[indole-3,4'-piperidin]-1-yl]acetyl]pyrrolidine-2-carbonitrile